4-(1-oxo-4,5-dihydro-3H-isothiazol-1-yl)benzoic acid O=S1(NCCC1)C1=CC=C(C(=O)O)C=C1